(R)-1-{[2-(difluoromethyl)-6-(pyrazolo[1,5-a]pyrimidin-7-yl)pyridin-3-yl]oxy}-2,4-dimethylpentane-2-amine FC(C1=NC(=CC=C1OC[C@@](CC(C)C)(N)C)C1=CC=NC=2N1N=CC2)F